3,5-dimethoxybenzyl-(phenyl)phosphorus oxide COC=1C=C(C[P](C2=CC=CC=C2)=O)C=C(C1)OC